Phosphonium sulfit S(=O)([O-])[O-].[PH4+].[PH4+]